C1(CCCC1)[C@](C(=O)N1C2CCC([C@@H]1C(=O)N[C@@H](C[C@H]1C(NCC1)=O)C(CO)=O)CC2)(C2=CC=CC=C2)O (R)-2-((R)-2-cyclopentyl-2-hydroxy-2-phenylacetyl)-N-((S)-4-hydroxy-3-oxo-1-((S)-2-oxopyrrolidin-3-yl)butan-2-yl)-2-azabicyclo[2.2.2]octane-3-carboxamide